(2R,3R,9aR)-9a-(difluoromethyl)-1'-methyl-3-phenyl-3,9a-dihydrospiro[fluorene-2,3'-indole] FC([C@@]12C=C3C=CC=CC3=C2C[C@@H]([C@]2(CN(C3=CC=CC=C23)C)C1)C1=CC=CC=C1)F